2-(1H-tetrazol-5-yl)acetic acid N1N=NN=C1CC(=O)O